C(C)N(C(OC(C)(C)C)=O)C1CCN(CC1)C=1C2=CNN=C2C(=CC1)C(NC=1C=C(C=2N(C1)C=C(N2)C)F)=O tert-butyl N-ethyl-N-{1-[7-({8-fluoro-2-methylimidazo[1,2-a]pyridin-6-yl}carbamoyl)-2H-indazol-4-yl]piperidin-4-yl}carbamate